7-Bromo-1-(3-methyl-1H-indol-1-yl)naphthalen-2-ol BrC1=CC=C2C=CC(=C(C2=C1)N1C=C(C2=CC=CC=C12)C)O